N-[3-chloro-4-(difluoromethoxy)-2-fluoro-phenyl]-6-[(1S,4S)-2,5-diazabicyclo[2.2.1]heptan-2-yl]-7-fluoro-quinazolin-4-amine ClC=1C(=C(C=CC1OC(F)F)NC1=NC=NC2=CC(=C(C=C12)N1[C@@H]2CN[C@H](C1)C2)F)F